2-(4-((6,7-dimethoxyquinazolin-4-yl)oxy)-2,6-difluorophenyl)-N-(4-nitro-3-(trifluoromethyl)phenyl)-2-oxoacetamide COC=1C=C2C(=NC=NC2=CC1OC)OC1=CC(=C(C(=C1)F)C(C(=O)NC1=CC(=C(C=C1)[N+](=O)[O-])C(F)(F)F)=O)F